5-(4-Dibenzofuranylphenylamino)-2-[4-(4-dibenzofuranylphenylamino)-1-naphthalenyl]phenol C1(=CC=CC=2OC3=C(C21)C=CC=C3)C3=CC=C(C=C3)NC=3C=CC(=C(C3)O)C3=CC=C(C2=CC=CC=C32)NC3=CC=C(C=C3)C3=CC=CC=2OC1=C(C23)C=CC=C1